CSC1=CC=C(CNC2CCC(CC2)N)C=C1 N4-(4-methylsulphanyl-benzyl)-cyclohexane-1,4-diamine